ClC1=C(C=C2C(=CNC2=C1)C(=O)O)C=1C(=NC(=CC1)N1CC2(C1)CC(C2)O)OC 6-chloro-5-(6-(6-hydroxy-2-azaspiro[3.3]heptan-2-yl)-2-methoxypyridin-3-yl)-1H-indole-3-carboxylic acid